N-cyclopropyl-7-{[5,5-dimethyl-8-(2-oxopyrrolidin-1-yl)-5H-chromeno[3,4-d]pyrimidin-3-yl]amino}-1H,2H,3H-pyrido[2,3-b][1,4]oxazine-1-carboxamide C1(CC1)NC(=O)N1C2=C(OCC1)N=CC(=C2)NC2=NC=C1C(=N2)C(OC=2C=C(C=CC21)N2C(CCC2)=O)(C)C